C1(CCCCC1)C1=C(C=CC(=C1)CCC1=CC=C(C=C1)C(F)(F)F)NC([C@H]([C@@H](CCCC)F)F)=O (2R,3R)-N-(2-cyclohexyl-4-(4-(trifluoromethyl)phenethyl)phenyl)-2,3-difluoroheptanamide